C(C(O)CO)C(C(=O)O)CCCCCCCCCCCCCCCC.C(CCCCCCCCCCCCCCCCC)(=O)OCC(O)CO Glyceryl monostearate (Glyceryl stearate)